C1(CC1)N1C(N(C=2C(C1=O)=C(N(C(C2C)=O)C)NC2=C(C=C(C=C2)I)F)C=2C=C(C=CC2)NC(C)=O)=O N-{3-[3-cyclopropyl-5-(2-fluoro-4-iodo-phenylamino)-6,8-dimethyl-2,4,7-trioxo-3,4,6,7-tetrahydro-2H-pyrido[4,3-d]pyrimidin-1-yl]phenyl}acetamide